FC1=C(C=CC=C1C[C@@H]1N(CC2(CC2)[C@@H]1NS(=O)(=O)CF)C(=O)OC(C)(C)C)C1=CC=CC=C1 tert-butyl (6S,7S)-6-((2-fluoro-[1,1'-biphenyl]-3-yl) methyl)-7-((fluoromethyl) sulphonamido)-5-azaspiro[2.4]heptane-5-carboxylate